N-hydroxy-4-((5-methoxybenzo[d]oxazol-2-yl)methyl)-3-oxo-3,4-dihydro-2H-benzo[b][1,4]oxazine-6-carboxamide ONC(=O)C1=CC2=C(OCC(N2CC=2OC3=C(N2)C=C(C=C3)OC)=O)C=C1